FC(S(=O)(=O)OC=1N=CC2=C(C=CC=C2C1C)C1=CC2=C(N(C(N2C)=O)C)C=C1)(F)F 8-(1,3-dimethyl-2-oxo-2,3-dihydro-1H-benzo[d]imidazol-5-yl)-4-methylisoquinolin-3-yl trifluoromethanesulfonate